FC1=C(C=C(C(=C1)N1CCNCC1)F)C1=CC2=C(C(=N1)C)C=C(N2C)C2=CC=C(C=C2)S(=O)(=O)C 6-(2,5-difluoro-4-(piperazin-1-yl)phenyl)-1,4-dimethyl-2-(4-(methylsulfonyl)phenyl)-1H-pyrrolo[3,2-c]pyridine